COC=1C=C2C(=CC=NC2=CC1OC)OC1=CC=C(C=C1)N1N=C(C(=CC1=O)C)C(=O)O 1-[4-(6,7-dimethoxyquinolin-4-yloxy)phenyl]-4-methyl-6-oxo-1,6-dihydropyridazine-3-carboxylic acid